3-(piperidine-1-sulfonyl)phenylboronic acid N1(CCCCC1)S(=O)(=O)C=1C=C(C=CC1)B(O)O